O1C2=C(N=CC=C1)C=CC=C2 benzo[b][1,4]oxazepin